tricarbazole borate B(O)(O)O.C1=CC=CC=2C3=CC=CC=C3NC12.C1=CC=CC=2C3=CC=CC=C3NC12.C1=CC=CC=2C3=CC=CC=C3NC12